palmiton CCCCCCCCCCCCCCCC(=O)CCCCCCCCCCCCCCC